FC=1C(=CC2=C(C(NC=3CNC[C@H](C23)N(C(=O)C=2C=C3C=CC(=CN3C2)C(F)F)C)=O)C1)F (S)-N-(8,9-difluoro-6-oxo-1,2,3,4,5,6-hexahydrobenzo[c][1,7]naphthyridin-1-yl)-6-(difluoromethyl)-N-methylindolizine-2-carboxamide